5-(benzyloxy)-4-((tert-butoxycarbonyl)amino)pent-2-enoic acid methyl ester COC(C=CC(COCC1=CC=CC=C1)NC(=O)OC(C)(C)C)=O